3-methyl-3,6-dihydrooxathiine 2,2-dioxide CC1S(OCC=C1)(=O)=O